(3Z)-11,11-dihexyloxy-3-undecen-1-ol C(CCCCC)OC(CCCCCC\C=C/CCO)OCCCCCC